7-((1S,3R)-3-(2-fluoro-6-methylphenyl)cyclopentyl)-3-methyl-5-((3-methylpyrazin-2-yl)methyl)pyrido[2,3-b]pyrazin-6(5H)-one FC1=C(C(=CC=C1)C)[C@H]1C[C@H](CC1)C1=CC=2C(=NC(=CN2)C)N(C1=O)CC1=NC=CN=C1C